CC=1C=CC=C2C(=CN=NC12)NC1=CC(=NC=C1)NC1=CC(=CC=C1)C1CCOCC1 N4-(8-methylcinnolin-4-yl)-N2-(3-(tetrahydro-2H-pyran-4-yl)phenyl)pyridine-2,4-diamine